2-chloro-4-methoxy-5,8-dihydropyrido[3,4-d]pyrimidine-7(6H)-carboxylic acid tert-butyl ester C(C)(C)(C)OC(=O)N1CC=2N=C(N=C(C2CC1)OC)Cl